C1=CC(=CC=C1C#N)O P-hydroxybenzonitrile